4-(5-phenyl-1,3,4-oxadiazol-2-yl)aniline C1(=CC=CC=C1)C1=NN=C(O1)C1=CC=C(N)C=C1